ClC=1C=C(C=CC1OC)NC(=O)C1=C(C2=C(NC1=O)SC1=C2CC[C@@H](C1)C)O (7S)-N-(3-chloro-4-methoxyphenyl)-4-hydroxy-7-methyl-2-oxo-5,6,7,8-tetrahydro-1H-[1]benzothiolo[2,3-b]pyridine-3-carboxamide